2-(2H-1,2,3-triazol-2-yl)-3-(trifluoromethyl)benzoic acid N=1N(N=CC1)C1=C(C(=O)O)C=CC=C1C(F)(F)F